CN1C(=O)C2=C(NC(=O)N2)NC1=O 1-methylurate